phenyl 7-(dimethoxymethyl)-4-fluoro-3,4-dihydro-2,4-methylene-1,8-naphthyridine-1(2H)-carboxylate COC(C1=CC=C2C3(CC(N(C2=N1)C(=O)OC1=CC=CC=C1)C3)F)OC